BrC=1C=2N(C=C(C1)C1CC1)C=C(N2)C=N[S@](=O)C(C)(C)C (R)-N-((8-bromo-6-cyclopropylimidazo[1,2-a]pyridin-2-yl)methylene)-2-methylpropane-2-sulfinamide